CN(C)C(=S)C(CCOC1=CC=CC(=C1)C(=S)N(C)C)C 3,5-bis(dimethylaminothioformyl)-butoxybenzene